diethylhexyl pimelate C(CCCCCC(=O)[O-])(=O)OC(CCCCC)(CC)CC